3,4-dimethyl-8-[(3R)-3-(3-pyridyloxy)pyrrolidin-1-yl]pyrimido[4',5':4,5]thieno[2,3-c]pyridazine CC1=C(C2=C(N=N1)SC1=C2N=CN=C1N1C[C@@H](CC1)OC=1C=NC=CC1)C